FC(C(C(F)(F)F)OC(=O)C(CCCCCCC)CC)(F)F Decane-8-carboxylic acid 1,1,1,3,3,3-hexafluoropropan-2-yl ester